6-((2r,6s)-2-(1-cyclopropyl-1H-pyrazol-4-yl)-6-methylmorpholino)-8-(2,4-difluorophenyl)-2,3-dimethylpyrimido[5,4-d]pyrimidin-4(3H)-one C1(CC1)N1N=CC(=C1)[C@H]1O[C@H](CN(C1)C=1N=C(C=2N=C(N(C(C2N1)=O)C)C)C1=C(C=C(C=C1)F)F)C